(4-fluoro-3-pentafluoroethyl-phenyl)methyl isocyanide FC1=C(C=C(C=C1)C[N+]#[C-])C(C(F)(F)F)(F)F